BrC1=CN=C2N1C=C(C=C2C)C(=O)NC2=CC(=C(C=C2)C#N)OC 3-bromo-N-(4-cyano-3-methoxy-phenyl)-8-methyl-imidazo[1,2-a]pyridine-6-carboxamide